CC(CC(=O)NC(C(=O)O)CCN(CCCCC1=NC=2NCCC(C2C=C1)C)CC(CF)OC)(C)C 2-(3,3-dimethylbutanoylamino)-4-[[3-fluoro-2-methoxy-propyl]-[4-(5-methyl-5,6,7,8-tetrahydro-1,8-naphthyridin-2-yl)butyl]amino]butanoic acid